C(CCCCCCCCCCC)N=CC1=NC=CC=C1 N-dodecyl-N-(2-pyridylmethylene)amine